C(CCCCCCCCCCCCCCCCCCCC)(=O)[O-].[Na+] sodium heneicosanate